4-amino-N-(1-((3-chloro-2-fluorophenyl)amino)-6-methylisoquinolin-5-yl)-5,6-dihydro-7H-pyrrolo[2,3-d]pyrimidine-7-carboxamide NC=1C2=C(N=CN1)N(CC2)C(=O)NC2=C1C=CN=C(C1=CC=C2C)NC2=C(C(=CC=C2)Cl)F